COC(CNC([C@@H](NC(=O)OC(C)(C)C)COC(C)(C)C)=O)=O N-t-butoxycarbonyl-O-t-butyl-L-seryl-glycine methyl ester